NC(C(CCC)NC(CC1NC(N(C2=CC=C(C=C12)NCCCC=1C=NC=CC1)CCC(C)C)=O)=O)=O 5-amino-4-(2-(1-isopentyl-2-oxo-6-(3-(pyridin-3-yl)propylamino)-1,2,3,4-tetrahydroquinazolin-4-yl)acetamido)-5-oxopentan